FC1=C(C(=CC=C1)C)N1CCC(CC1)NC(C)C=1C(=NN(C1)C)NCC1=C(C=CC=C1)C(F)(F)F [1-(2-Fluoro-6-methylphenyl)-piperidin-4-yl]-{1-[1-methyl-3-(2-trifluoromethyl-benzylamino)-1H-pyrazol-4-yl]-ethyl}-amine